3-cyanopyridin-2-yl-carbamic acid tert-butyl ester C(C)(C)(C)OC(NC1=NC=CC=C1C#N)=O